(5S,5aS)-5-hydroxy-3-(trifluoromethyl)-5a,6,8,9-tetrahydropyrido[3',2':4,5]pyrrolo[1,2-a]pyrazin O[C@H]1C2=C(N3[C@H]1CNCC3)N=CC(=C2)C(F)(F)F